N-tert-butoxycarbonylpyridine C(C)(C)(C)OC(=O)N1CC=CC=C1